(S)-6-(1-amino-1,3-dihydrospiro[indene-2,4'-piperidin]-1'-yl)-3-(3,4-Dichloro-2-methyl-2H-indazol-5-yl)-1H-pyrazolo[3,4-d]pyrimidine-4-carbonitrile N[C@@H]1C2=CC=CC=C2CC12CCN(CC2)C2=NC(=C1C(=N2)NN=C1C1=C(C2=C(N(N=C2C=C1)C)Cl)Cl)C#N